2-([2-[6-oxo-5-(trifluoromethyl)-1,6-dihydropyridazin-4-yl]-2,3-dihydro-1H-isoindol-1-yl]methoxy)pyridine-4-carboxylic acid O=C1C(=C(C=NN1)N1C(C2=CC=CC=C2C1)COC1=NC=CC(=C1)C(=O)O)C(F)(F)F